FC(C1=C(C=CC=C1)C=1C(=CN(C1)C)C#N)(F)F 4-(2-(trifluoromethyl)phenyl)-1-methyl-pyrrole-3-carbonitrile